N-(5-cyclopropyl-1H-pyrazol-3-yl)-2-(1-(4-methoxypyridin-2-yl)-1H-pyrazol-4-yl)acetamide C1(CC1)C1=CC(=NN1)NC(CC=1C=NN(C1)C1=NC=CC(=C1)OC)=O